C(CCCCCCC\C=C/CCCCCCCC)(=O)O.C(CCCCCCC\C=C/CCCCCCCC)(=O)O.C(CCCCCCC\C=C/CCCCCCCC)(=O)O.C1(CC(C(CC1)C(C)C)O)C monomenthyl alcohol trioleate